(S)-2-((((9H-fluoren-9-yl)methoxy)carbonyl)amino)-3-(5-methoxy-1H-pyrrolo[2,3-b]pyridin-3-yl)propanoic acid C1=CC=CC=2C3=CC=CC=C3C(C12)COC(=O)N[C@H](C(=O)O)CC1=CNC2=NC=C(C=C21)OC